OC1=C(C=C(C=C1)C=CC(=O)N1CCN(C2=CC(=CC=C12)C(=O)OC)C(=O)OC(C)(C)C)OC tert-butyl 4-[3-(4-hydroxy-3-methoxyphenyl)-1-oxoprop-2-enyl]-7-(methoxycarbonyl)-1,2,3,4-tetrahydroquinoxaline-1-carboxylate